N1-isopropyl-2-methyl-propane-1,2-diamine C(C)(C)NCC(C)(N)C